5-Benzyl-N-(9-methyl-8-oxo-6,7,8,9-tetrahydro-5H-imidazo[1,2-a][1,3]diazepin-7-yl)-4H-1,2,4-triazol-3-carboxamid C(C1=CC=CC=C1)C=1NC(=NN1)C(=O)NC1C(N(C=2N(CC1)C=CN2)C)=O